CN(C(OC1=CC2=C(CN(C(O2)=O)CC2=C(C(=CC=C2)NS(=O)(=O)N2CCOCC2)F)C=C1)=O)C 3-(2-fluoro-3-(morpholine-4-sulfonamido)benzyl)-2-oxo-3,4-dihydro-2H-benzo[e][1,3]oxazin-7-yl dimethylcarbamate